Methyl (S,E)-5-((6-((2-((tert-butoxycarbonyl)imino)-3-methyl-2,3-dihydro-1H-imidazol-1-yl) methyl)-8-(4-fluoro-2-methylphenyl)-4-oxochroman-3-yl)methyl)-2-fluorobenzoate C(C)(C)(C)OC(=O)\N=C/1\N(C=CN1C)CC=1C=C2C([C@H](COC2=C(C1)C1=C(C=C(C=C1)F)C)CC=1C=CC(=C(C(=O)OC)C1)F)=O